C(CC)N=C1C=CC(C=C1)=NCCC N,N'-dipropyl-1,4-benzoquinone diimine